(tert-butyl 1-(6-chloro-1-(tetrahydro-2H-pyran-2-yl)-1H-pyrazolo[4,3-c]pyridin-3-yl) piperidin-3-yl) carbamate C(N)(OC1C(N(CCC1)C1=NN(C2=C1C=NC(=C2)Cl)C2OCCCC2)C(C)(C)C)=O